BrC=1C=C2C(=CN1)N(N=C2C#C[Si](C(C)C)(C(C)C)C(C)C)C2OCCCC2 2-(5-bromo-1-tetrahydropyran-2-yl-pyrazolo[3,4-c]pyridin-3-yl)ethynyl-triisopropyl-silane